6-(3-amino-2-chloro-6-fluorophenyl)imidazo[1,5-a]pyrazine-1-carbonitrile NC=1C(=C(C(=CC1)F)C=1N=CC=2N(C1)C=NC2C#N)Cl